NC(CC=1C=CC(=C(C1)CC(O)O)O)C 2-[5-(2-Aminopropyl)-2-hydroxyphenyl]ethane-1,1-diol